NCC(=O)N[C@@H](CC1=CC=C(C=C1)O)C(=O)O Glycyl-tyrosine